5-((But-3-en-1-yl(methyl)amino)methyl)-4-iodo-1-(1-methylpiperidin-4-yl)pyridine C(CC=C)N(C)CC=1C(=CCN(C1)C1CCN(CC1)C)I